N1C=CC2=NC(=CC=C21)OC=2C=C(C#N)C=CC2 3-((1H-pyrrolo[3,2-b]pyridin-5-yl)oxy)benzonitrile